C[Si](C1=C(C=CC=C1)OS(=O)(=O)C(F)(F)F)(C)C 2-(trimethylsilyl)phenyltrifluoromethanesulfonic acid